COCC1=CC=C(C=C1)C1=CC=C(C=C1)COC 4,4'-bismethoxymethylbiphenyl